BrC1=CC=2N(C=C1)N=C(C2)N 5-bromopyrazolo[1,5-a]pyridin-2-amine